NC1=NN=C(S1)COC1=C(C#N)C=CC=C1 ((5-amino-1,3,4-thiadiazol-2-yl)methoxy)benzonitrile